C(C1=CC=CC=C1)N1CCN(CC1)C=1C=NN2C1C=CC(=C2)C=2C=NN(C2)C N-benzyl-4-(6-(1-methyl-1H-pyrazol-4-yl)pyrazolo[1,5-a]pyridin-3-yl)piperazine